ClC1=C(C(=C(C=C1)S(=O)(=O)N[C@H](C(=O)O)C(C)C1=C(C(=CC=C1F)C)C)NC)CN1CCCCC1 (2S)-2-((4-chloro-2-(methylamino)-3-(piperidin-1-ylmethyl)phenyl)sulfonamido)-3-(6-fluoro-2,3-dimethylphenyl)butanoic acid